C(C1=CC=CC=C1)OC1=C(C(=O)O)C(=CC(=C1)F)O 2-(Benzyloxy)-4-fluoro-6-hydroxybenzoic acid